C(C1=CC=CC=C1)N1CCN(C2=CC=C(C=C12)OC)S(=O)(=O)C1=CC(=CC=C1)Br 4-benzyl-1-((3-bromophenyl)sulfonyl)-6-methoxy-1,2,3,4-tetrahydroquinoxaline